2,2'-bipyridyl-5,5'-dicarbaldehyde N1=C(C=CC(=C1)C=O)C1=NC=C(C=C1)C=O